[Ga+3].[In+3] indium(Iii)-gallium